diethyl ((4-aminopiperidin-1-yl)methyl)phosphonate NC1CCN(CC1)CP(OCC)(OCC)=O